N-(3-fluorophenyl)thiomorpholin-4-sulfonamide FC=1C=C(C=CC1)NS(=O)(=O)N1CCSCC1